alpha-methyl-aspartic acid C[C@](N)(CC(=O)O)C(=O)O